3,2-dimethylpentane CC(C(C)C)CC